COC1=CC=C(C=C1)C=1N=C(SC1)N 4-(4-methoxyphenyl)thiazole-2-amine